NC1=NC2=CC=C(C=C2C=C1C)C(=O)N(CC1=NC=C(C=C1)C(F)(F)F)[C@H](CC#N)C 2-amino-N-((2S)-1-cyano-2-propanyl)-3-methyl-N-((5-(trifluoromethyl)-2-pyridinyl)methyl)-6-quinolinecarboxamide